(2-((1-((dimethylamino)methyl)cyclopropyl)methoxy)-4-(5-methyl-1,4-oxazepan-4-yl)-5,7-dihydro-6H-pyrrolo[3,4-d]pyrimidin-6-yl)(3-hydroxy-8-iodonaphthalen-1-yl)methanone CN(C)CC1(CC1)COC=1N=C(C2=C(N1)CN(C2)C(=O)C2=CC(=CC1=CC=CC(=C21)I)O)N2CCOCCC2C